ClC=1C(=C(C=CC1)C=1CCCC2=C(C1C1=CC=C(C=C1)C=C1CN(C1)CCCF)C=CC=C2)C(F)(F)F 8-(3-Chloro-2-(trifluoromethyl)phenyl)-9-(4-((1-(3-fluoropropyl)azetidin-3-yliden)methyl)phenyl)-6,7-dihydro-5H-benzo[7]annulen